C(CCCCCCCCC)(=O)C[N-]C n-Decanoyl-N,N-dimethyl-amide